ClC=1C=C(C=CC1F)NC1=NC=NC2=CC(=C(C=C12)OCCCN1CCC(CC1)N1CCN(CC1)CCCCC#CC1=C2CN(C(C2=CC=C1)=O)C1C(NC(CC1)=O)=O)OC 3-(4-(6-(4-(1-(3-((4-((3-chloro-4-fluorophenyl)amino)-7-methoxyquinazolin-6-yl)oxy)propyl)piperidin-4-yl)piperazin-1-yl)hex-1-yn-1-yl)-1-oxoisoindolin-2-yl)piperidine-2,6-dione